N-methyl-N-(2-oxo-2-(4-(5-(trifluoromethyl)-1,2,4-oxadiazol-3-yl)phenyl)ethyl)pyridine-4-sulfonamide CN(S(=O)(=O)C1=CC=NC=C1)CC(C1=CC=C(C=C1)C1=NOC(=N1)C(F)(F)F)=O